4-methylbenzenesulfonic acid [2H3]Methyl ester C([2H])([2H])([2H])OS(=O)(=O)C1=CC=C(C=C1)C